C(C)(C)(C)N1C(=C(C=C1C1=CC=C(C=C1)OC)NS(=O)(=O)C1=CC=C(C=C1)C)C#N N-[1-(tert-butyl)-2-cyano-5-(4-methoxyphenyl)-1H-pyrrolyl]-4-methylbenzenesulfonamide